tert-butyl (3S*,4S*)-3-((2-(2,6-dioxo-1-((2-(trimethylsilyl)ethoxy) methyl)piperidin-3-yl)-1-oxoisoindolin-5-yl)oxy)-4-fluoropiperidine-1-carboxylate O=C1N(C(CCC1N1C(C2=CC=C(C=C2C1)O[C@H]1CN(CC[C@@H]1F)C(=O)OC(C)(C)C)=O)=O)COCC[Si](C)(C)C |o1:17,22|